ClC=1C=NN(C(C1Cl)=O)CC1OC2=C(C1)C=C(C(=C2)C)S(=O)(=O)N(C)C 2-[(4,5-dichloro-6-oxo-pyridazin-1-yl)methyl]-N,N,6-trimethyl-2,3-dihydrobenzofuran-5-sulfonamide